BrC=1C=C2C(=NC1)NN=C2C2=CC=CC=C2 5-Bromo-3-phenyl-1H-pyrazolo[3,4-b]pyridine